5-oxopent-3-enamide O=CC=CCC(=O)N